2,4-dibromothiophene BrC=1SC=C(C1)Br